C1(=CC=CC=C1)C(C)NN1C(NC(C=C1)=O)=O (1-phenylethylamino)pyrimidine-2,4(1H,3H)-dione